tert-butyl 2-[[2-chloro-3-(4,4,5,5-tetramethyl-1,3,2-dioxaborolan-2-yl)phenyl]carbamoyl]-6,7-dihydro-4H-thiazolo[5,4-c]pyridine-5-carboxylate ClC1=C(C=CC=C1B1OC(C(O1)(C)C)(C)C)NC(=O)C=1SC=2CN(CCC2N1)C(=O)OC(C)(C)C